1-((R)-7-((3R,4S)-4-(2-chlorophenyl)-6,6-dimethyltetrahydro-2H-pyran-3-carbonyl)-5,5-difluoro-8-methyl-2,7-diazaspiro[3.5]nonan-2-yl)prop-2-en-1-one ClC1=C(C=CC=C1)[C@@H]1[C@H](COC(C1)(C)C)C(=O)N1CC(C2(CN(C2)C(C=C)=O)C[C@H]1C)(F)F